isopropyl (2R)-2-carbamoyloxy-3-(1,2,4-triazol-1-yl)propanoate C(N)(=O)O[C@@H](C(=O)OC(C)C)CN1N=CN=C1